ClC1=CC=C(OCC(=O)NC23CC(C2)(C3)C=3OC(=NN3)C3(CCC3)COC(F)(F)F)C=C1 2-(4-Chlorophenoxy)-N-[3-[5-[3-trans-(trifluoromethoxymethyl)cyclobutyl]-1,3,4-oxadiazol-2-yl]-1-bicyclo[1.1.1]pentanyl]acetamide